3-(2,6-dimethyl-14-octadecyldotriacontan-9-yl)-1,2,4,5-tetramethyl-1H-imidazol-3-ium chloride [Cl-].CC(C)CCCC(CCC(CCCCC(CCCCCCCCCCCCCCCCCC)CCCCCCCCCCCCCCCCCC)[N+]1=C(N(C(=C1C)C)C)C)C